propionic acid (R)-cyanomethyl ester C(#N)COC(CC)=O